ethyl-2-((((2-(2-amino-6-methoxy-9H-purin-9-yl)-ethoxy)-methyl)-(benzyloxy)-phosphoryl)-amino)-propionate C(C)OC(C(C)NP(=O)(OCC1=CC=CC=C1)COCCN1C2=NC(=NC(=C2N=C1)OC)N)=O